5-(2-carboxyvinyl)-2-(prop-1-en-1-yl)benzoic acid C(=O)(O)C=CC=1C=CC(=C(C(=O)O)C1)C=CC